bis(aminomethyl)tricyclo[5.2.1.0(2,6)]-decane NCC12C3(CCC(C2CCC1)C3)CN